1-acetyl-2-(4-bromophenyl)-2-hydroxyindol-3-one 1,3-dioxoisoindol-2-yl-3-methylbutanoate O=C1N(C(C2=CC=CC=C12)=O)C(C(=O)O)C(C)C.C(C)(=O)N1C(C(C2=CC=CC=C12)=O)(O)C1=CC=C(C=C1)Br